(1-(3-chloro-5-(4-(tetrahydro-2H-pyran-2-yl)-4H-1,2,4-triazol-3-yl)phenyl)-1H-pyrazolo[3,4-b]pyridin-5-yl)(thiomorpholino)methanone ClC=1C=C(C=C(C1)C1=NN=CN1C1OCCCC1)N1N=CC=2C1=NC=C(C2)C(=O)N2CCSCC2